(6Z)-4-amino-5,5-dimethyl-6-[[(5S)-2-oxooxazolidin-5-yl]methoxyimino]benzo[h]quinazoline-8-carbonitrile NC1=NC=NC=2C3=C(\C(\C(C12)(C)C)=N/OC[C@@H]1CNC(O1)=O)C=C(C=C3)C#N